tert-butyl (R)-(2-ethoxy-1-(3-(trifluoromethoxy)phenyl)ethyl)carbamate C(C)OC[C@@H](C1=CC(=CC=C1)OC(F)(F)F)NC(OC(C)(C)C)=O